3,5-dimethylbenzyl 4-(5-(((1H-1,2,3-triazol-5-yl)methyl)amino)-1,3,4-oxadiazol-2-yl)piperidine-1-carboxylate N1N=NC=C1CNC1=NN=C(O1)C1CCN(CC1)C(=O)OCC1=CC(=CC(=C1)C)C